BrC=1C=C(C=C2CC(N(C12)C(C)C)(C(=O)N1CCOCC1)C)C(=O)O 7-bromo-1-isopropyl-2-methyl-2-(morpholine-4-carbonyl)indoline-5-carboxylic acid